2-benzyloctahydropyrrolo[3,4-c]pyrrole C(C1=CC=CC=C1)N1CC2CNCC2C1